CC1(OB(OC1(C)C)C=1C=C(SC1)C(=O)NCC(F)(F)F)C 4-(4,4,5,5-Tetramethyl-1,3,2-dioxaborolan-2-yl)-N-(2,2,2-trifluoroethyl)thiophene-2-carboxamide